C[C@H]1N(C[C@@H](N(C1)C1=NC(=CN=C1)C(F)(F)F)C)C(=O)OC1CC2(CN(C2)CC2=CC=CC=C2)C1 2-benzyl-2-azaspiro[3.3]heptan-6-yl (2R,5S)-2,5-dimethyl-4-[6-(trifluoromethyl)pyrazin-2-yl]piperazine-1-carboxylate